C12(CC3CC(CC(C1)C3)C2)C=2NC=C[N+]2CCCC 1-adamantyl-3-butylimidazolium